ClC1=C(C=CC=C1)C1=C(C(=CC=C1)C=O)C 2-chloro-3'-formyl-2'-methyl-[1,1'-biphenyl]